(2R,5S)-3-(4-Cyano-3-(trifluoromethyl)phenyl)-N-(4-(2-cyanoacetamido)phenyl)-2-(trifluoromethyl)oxazolidin-5-carboxamid C(#N)C1=C(C=C(C=C1)N1[C@H](O[C@@H](C1)C(=O)NC1=CC=C(C=C1)NC(CC#N)=O)C(F)(F)F)C(F)(F)F